C(C)N1CCC(CC1)CC(=O)O 2-(1-ethylpiperidin-4-yl)acetic acid